ClC=1C=NN(C1C(=O)NC1=NC=C(C=C1C)C#CC1=CC=CC=C1)C[C@@H]1COCC1 (R)-4-chloro-N-(3-methyl-5-(phenylethynyl)pyridin-2-yl)-1-((tetrahydrofuran-3-yl)methyl)-1H-pyrazole-5-carboxamide